C(C)(=O)N[C@H]1[C@@H](O)O[C@@H]([C@@H]([C@@H]1O)O)CO N-Acetyl-alpha-D-galactosamin